tert-butyl 2-methyl-4-(p-tolylsulfonyloxy)piperidine-1-carboxylate CC1N(CCC(C1)OS(=O)(=O)C1=CC=C(C=C1)C)C(=O)OC(C)(C)C